4-(4,4,5,5-tetramethyl-1,3,2-dioxaborolan-2-yl)cyclohex-3-en-1-amine CC1(OB(OC1(C)C)C1=CCC(CC1)N)C